2-methyl-[1,1'-biphenyl]-4,4'-diamine CC1=C(C=CC(=C1)N)C1=CC=C(C=C1)N